FC(C1=C(C=CC=C1)B(O)O)(F)F 2-trifluoromethyl-phenylboronic acid